6-chloro-1-methyl-4-{4-[(2-methylphenyl)methyl]piperazin-1-yl}-2-oxo-1,2-dihydro-1,5-naphthyridine ClC=1N=C2C(=CC(N(C2=CC1)C)=O)N1CCN(CC1)CC1=C(C=CC=C1)C